C(C)NC(=S)NCCCCCO 1-ethyl-3-(5-hydroxypentyl)thiourea